5-{4-[4-(3,5-dicyclopropylpyridin-2-yl)piperazine-1-carbonyl]phenyl}-5-isobutylimidazolidine-2,4-dione C1(CC1)C=1C(=NC=C(C1)C1CC1)N1CCN(CC1)C(=O)C1=CC=C(C=C1)C1(C(NC(N1)=O)=O)CC(C)C